9-Fluoro-11β,17,21-trihydroxy-16α-methyl-pregna-1,4-dien-3,20-dion F[C@@]12[C@]3(C=CC(C=C3CC[C@H]1[C@@H]1C[C@H]([C@](C(CO)=O)([C@]1(C[C@@H]2O)C)O)C)=O)C